2-4-fluorophenyl-3-hydroxy-4H-benzofuran-4-one FC1=CC=C(C=C1)C1OC=2C(=C1O)C(C=CC2)=O